BrC1=NN2C([C@H](NCC2)C)=C1 |r| racemic-(4RS)-2-bromo-4-methyl-4,5,6,7-tetrahydropyrazolo[1,5-a]pyrazine